CNCC(C)C methyl-(2-methylpropyl)amine